FC1=CC2=C(N[C@H](CN2)[C@@H](C2=CC=CC=C2)NCCC=2C=C(C=CC2OC)[C@H](C(=O)O)C)N=C1 |o1:27| (R or S)-2-(3-(2-(((R)-((R)-7-fluoro-1,2,3,4-tetrahydropyrido[2,3-b]pyrazin-3-yl)(phenyl)methyl)amino)ethyl)-4-methoxyphenyl)propanoic acid